FC1=CC=C(C=N1)C1=CC=C(C=C1)NNC(=O)N=N (4-(6-fluoropyridin-3-yl)phenyl)carbazone